N'-methylpseudouridine CN1C(NC=C([C@H]2[C@H](O)[C@H](O)[C@@H](CO)O2)C1=O)=O